C1(CC1)C1=CN=C(S1)C=1C=CC2=CN(N=C2C1)C1CCC(CC1)CNC(C1=CC(=C(C(=C1)F)O)F)=O N-({(1r,4r)-4-[6-(5-cyclopropyl-1,3-thiazol-2-yl)-2H-indazol-2-yl]cyclohexyl}methyl)-3,5-difluoro-4-hydroxybenzamide